OC1=CC=C(C=C1)C(C)(C)C1=CC=C(OCCCNC(OC(C)(C)C)=O)C=C1 tert-butyl (3-(4-(2-(4-hydroxylphenyl)propan-2-yl)phenoxy)propyl)carbamate